CC1=CC=NC2=CC=CC(=C12)[C@@H](C=1N=NN(C1)C1(CC1)C(F)(F)F)NC=1C=C2C(=C(C=NC2=C(C1)C#N)C#N)NCC(C)(C)C (S)-6-(((4-methylquinolin-5-yl)(1-(1-(trifluoromethyl)cyclopropyl)-1H-1,2,3-triazol-4-yl)methyl)amino)-4-(neopentylamino)quinoline-3,8-dicarbonitrile